CC1(C2(C(CC1CC2)=O)CS(=O)(=O)O)C (7,7-dimethyl-2-oxobicyclo[2.2.1]heptane-1-yl)methanesulfonic acid